COC(=O)C1=CC=NN1CCN1C=NC=C1 1-(2-(1H-imidazol-1-yl)ethyl)-1H-pyrazole-5-carboxylic acid methyl ester